(3R)-3-{[2-(1,3-dimethyl-1H-pyrazol-4-yl)[1,2,4]triazolo[1,5-c]quinazolin-5-yl]amino}azepin-2-one tert-butyl-6-(2-fluoropyrimidin-5-yl)-2-azaspiro[3.3]heptane-2-carboxylate C(C)(C)(C)OC(=O)N1CC2(C1)CC(C2)C=2C=NC(=NC2)F.CN2N=C(C(=C2)C2=NN1C(=NC=3C=CC=CC3C1=N2)NC=2C(N=CC=CC2)=O)C